3-((2-amino-3-chloropyridin-4-yl)thio)-6-(1-bromo-4-imino-4H,6H-spiro[cyclopenta[c]thiophene-5,4'-piperidin]-1'-yl)pyrazin-2-amine NC1=NC=CC(=C1Cl)SC=1C(=NC(=CN1)N1CCC2(CC1)C(C=1C(=C(SC1)Br)C2)=N)N